(9,9-dimethyl-9H-fluorene-2,7-diyl)bis(N,6-diphenylbenzo[b]naphtho[1,2-d]furan-8-amine) CC1(C2=CC(=CC=C2C=2C=CC(=CC12)C1=CC=CC=2C=C(C3=C(C=4C(O3)=C(C=CC4)NC4=CC=CC=C4)C12)C1=CC=CC=C1)C1=CC=CC=2C=C(C4=C(C=3C(O4)=C(C=CC3)NC3=CC=CC=C3)C12)C1=CC=CC=C1)C